N-(3-Aminopyrazin-2-yl)sulfonyl-2-(2,4-dimethylphenoxy)-6-(1-isobutylpyrazol-4-yl)pyridin-3-carboxamid NC=1C(=NC=CN1)S(=O)(=O)NC(=O)C=1C(=NC(=CC1)C=1C=NN(C1)CC(C)C)OC1=C(C=C(C=C1)C)C